4-(7,7-difluoro-2-((2S,3R)-3-hydroxy-2-methylazetidin-1-yl)-6,7-dihydro-5H-cyclopenta[d]pyrimidin-4-yl)benzenesulfonimidamide FC1(CCC2=C1N=C(N=C2C2=CC=C(C=C2)S(=O)(N)=N)N2[C@H]([C@@H](C2)O)C)F